C(#N)C1=NC=CC(=N1)COC1=CC=C(C=C1)C(C)(C)C1=CC=C(OC2CC(C2)NC(OC(C)(C)C)=O)C=C1 tert-butyl ((1s,3s)-3-(4-(2-(4-((2-cyanopyrimidin-4-yl)methoxy)phenyl)propan-2-yl)phenoxy)cyclobutyl)carbamate